S(=O)(=O)(O)O[C@@H]([C@H](C=O)O)[C@@H](O)[C@@H](O)C L-rhamnose 3-sulfate